C(C)C1(N=C2N(C3=CC(=CC=C13)N)CN=N2)NC2=CC=CC=C2 5-Ethyl-N5-phenyl-[1,2,4]triazolo[4,3-a]quinazolin-5,8-diamine